diethylamine oleate C(CCCCCCC\C=C/CCCCCCCC)(=O)O.C(C)NCC